FC(C(=O)[O-])(F)F.C1=CC=CC=2C3=CC=CC=C3C(C12)COC(=O)N1C[C@H](C[C@@H]1C(=O)O)NC(CCOCCOCC[N+](C)(C)C)=O 2-(2-(3-(((3S,5R)-1-(((9H-fluoren-9-yl)methoxy)carbonyl)-5-carboxypyrrolidin-3-yl)amino)-3-oxopropoxy)ethoxy)-N,N,N-trimethylethan-1-aminium 2,2,2-trifluoroacetate